CC1=NC(=CC(=C1)C=1NC2=CC=C(C=C2C1C(C)C)C1CCN(CC1)CC(=O)NCC1OCCC1)C 2-(4-(2-(2,6-dimethylpyridin-4-yl)-3-isopropyl-1H-indol-5-yl)piperidin-1-yl)-N-((tetrahydrofuran-2-yl)methyl)acetamide